(t-butoxycarbonyl)-L-phenylalanyl-D-arginine C(C)(C)(C)OC(=O)N[C@@H](CC1=CC=CC=C1)C(=O)N[C@H](CCCNC(N)=N)C(=O)O